(S)-N-((R)-1-(4-bromothiophen-2-yl)-2-methylpropyl)-2-methylpropan-2-sulfinamide BrC=1C=C(SC1)[C@@H](C(C)C)N[S@@](=O)C(C)(C)C